(tert-Butyldimethylsilanyloxy)-3-(3-fluorophenyl)isoquinoline-2(1H)-carbaldehyde [Si](C)(C)(C(C)(C)C)OC1N(C(=CC2=CC=CC=C12)C1=CC(=CC=C1)F)C=O